ethyl (S)-3-amino-3-(6-fluoro-2'-methylbiphenyl-3-yl)propanoate N[C@@H](CC(=O)OCC)C=1C=C(C(=CC1)F)C1=C(C=CC=C1)C